trans-4-amino-1-(trifluoromethyl)cyclohexanol C1CC(CCC1N)(C(F)(F)F)O